2-[5-ethylsulfonyl-6-[3-methyl-6-(trifluoromethyl)imidazo[4,5-c]pyridin-2-yl]-3-pyridinyl]propionitrile C(C)S(=O)(=O)C=1C=C(C=NC1C1=NC2=C(C=NC(=C2)C(F)(F)F)N1C)C(C#N)C